BrC1=C(N=CC(=N1)NC(=O)[C@H]1N([C@@H]2C[C@@]2(C1)C)C(=O)OC(C)(C)C)C (1R,3S,5R)-tert-butyl 3-((6-bromo-5-methylpyrazin-2-yl)carbamoyl)-5-methyl-2-azabicyclo[3.1.0]hexane-2-carboxylate